BrC1=CC=C(O1)/C=C/C=O (E)-3-(5-bromo-furan-2-yl)-acrolein